(6-((tert-butoxycarbonyl) amino) imidazo[1,2-a]pyridin-3-yl) thiophene-3-carboxylate S1C=C(C=C1)C(=O)OC1=CN=C2N1C=C(C=C2)NC(=O)OC(C)(C)C